Cl.N[C@@H](CN1C(C=2NC=3C=CC(=CC3C2C2=C(C1)C=CC=C2)F)=O)C[C@@H](CN)F 6-((2R,4S)-2,5-diamino-4-fluoropentyl)-11-fluoro-5,8-dihydrobenzo[5,6]azepino[3,4-b]indol-7(6H)-one hydrochloride salt